6-chloro-4-methoxy-3-[(pyridin-3-yl)oxy]pyridazine ClC1=CC(=C(N=N1)OC=1C=NC=CC1)OC